bis(2-(dimethylamino) ethyl) ether CN(CCOCCN(C)C)C